1-amino-4-bromo-2-methylpyridin-1-ium N[N+]1=C(C=C(C=C1)Br)C